1-(3-(5-fluoro-2-(3-fluoro-4-(2-methoxyethoxy)phenylamino)pyrimidin-4-ylamino)phenyl)-4-methylpent-3-en-2-one FC=1C(=NC(=NC1)NC1=CC(=C(C=C1)OCCOC)F)NC=1C=C(C=CC1)CC(C=C(C)C)=O